bromo-6''-methoxydispiro[[1,3]dioxolane-2,1'-cyclohexane-4',1''-indene] BrC=1C2(C3=CC(=CC=C3C1)OC)CCC1(CC2)OCCO1